S(=O)(=O)(CC1OC1)CC1OC1 2,2'-(sulfonylbis(methylene))bis(oxirane)